(2S)-4-(3-([1,1'-biphenyl]-4-yl)-4,4,4-trifluorobutylsulfonimidoyl)-2-aminobutanoic acid C1(=CC=C(C=C1)C(CCS(=O)(=N)CC[C@@H](C(=O)O)N)C(F)(F)F)C1=CC=CC=C1